N1N=C(C2=CC=CC=C12)C1=CC=C(C=C1)C[C@@H](C(=O)O)N (S)-3-(4-(1H-indazol-3-yl)phenyl)-2-aminopropanoic acid